CN(C1CCN(CC1)C1=CC(=C(C=C1)NC([O-])=O)[N+](=O)[O-])C N-[4-[4-(dimethyl amino)-1-piperidinyl]-2-nitro-phenyl]carbamate